2-(2,6-dioxo-3-piperidyl)-5-[4-(4-piperidyloxy)-1-piperidyl]isoindoline-1,3-dione hydrochloride salt Cl.O=C1NC(CCC1N1C(C2=CC=C(C=C2C1=O)N1CCC(CC1)OC1CCNCC1)=O)=O